C(=O)C(C)[C@H]1CC[C@H]2[C@@H]3CCC4=CC(CC[C@]4(C)[C@H]3CC[C@]12C)=O 20-formyl-pregna-4-en-3-one